C(#N)C1=CC(=C(C=C1)C(C(=O)OCC)C(C)=O)C ethyl 2-(4-cyano-2-methylphenyl)-3-oxobutyrate